CC1(OCCC(C1)NC=1C2=C(N=C(N1)NC1=C(C=C(C=C1)C=1C=NN(C1)C)OC)NC=C2C#N)C 4-((2,2-dimethyltetrahydro-2H-pyran-4-yl)amino)-2-((2-methoxy-4-(1-methyl-1H-pyrazol-4-yl)phenyl)amino)-7H-pyrrolo[2,3-d]pyrimidine-5-carbonitrile